tert-Butyl (3R)-3-((4-(2-(4-bromo-6-chloro-1-(tetrahydro-2H-pyran-2-yl)-1H-indazol-5-yl)ethyl)pyrimidin-2-yl)oxy)piperidine-1-carboxylate BrC1=C2C=NN(C2=CC(=C1CCC1=NC(=NC=C1)O[C@H]1CN(CCC1)C(=O)OC(C)(C)C)Cl)C1OCCCC1